CC1=NC=C2N1C1=CC(=CC=C1NC2=O)C(=O)OC Methyl 1-methyl-4-oxo-4,5-dihydroimidazo[1,5-a]quinoxalin-8-carboxylate